1-bromoanthracene BrC1=CC=CC2=CC3=CC=CC=C3C=C12